C(C)O[Si](OCC)(OCC)CCCNC(=O)NCCC[Si](OCC)(OCC)OCC N,N'-bis[(triethoxysilyl)propyl]urea